1-((5,7-dioxaspiro[2.5]oct-6-yl)methyl)-1H-1,2,3-triazole-4-carbaldehyde C1CC12COC(OC2)CN2N=NC(=C2)C=O